BrCC(=O)OCC1=CC(=CC(=C1)Br)Br (3,5-dibromophenyl)methyl bromoacetate